FC1C(C1)C(=O)NC1=NC=C(C(=C1)NC1=C2N([C@@H](C=3N(C2=CC=C1)C(N(N3)C)=O)C)C)C(CC([2H])([2H])[2H])=O |r| 2-fluoro-N-(5-(propanoyl-3,3,3-d3)-4-(((R/S)-2,4,5-trimethyl-1-oxo-1,2,4,5-tetrahydro-[1,2,4]triazolo[4,3-a]quinoxalin-6-yl)amino)pyridin-2-yl)cyclopropane-1-carboxamide